(2-Fluoro-4-{5-[5-fluoro-6-(2-methoxyethoxy)-1H-indazol-3-yl]-isoxazol-3-yl}-phenyl)-(4-oxetan-3-yl-piperazin-1-yl)-methanon FC1=C(C=CC(=C1)C1=NOC(=C1)C1=NNC2=CC(=C(C=C12)F)OCCOC)C(=O)N1CCN(CC1)C1COC1